(5,5-difluoro-4-hydroxy-3-(perfluoroethyl)-4,5,6,7-tetrahydro-1H-indol-1-yl)-2-fluorobenzonitrile FC1(C(C=2C(=CN(C2CC1)C=1C(=C(C#N)C=CC1)F)C(C(F)(F)F)(F)F)O)F